dodecyl alcohol carbon [C].C(CCCCCCCCCCC)O